(5,6-difluoro-1H-indol-2-yl)methanol FC=1C=C2C=C(NC2=CC1F)CO